FC(CCN(Cl)C)(F)F trifluoropropyl-methyl-chloroazane